[Si](C)(C)(C(C)(C)C)OCC1(CC1)CC1=C(C(=NC=C1)C(C)C)N (1-(((tert-butyldimethylsilyl)oxy)methylcyclopropyl)methyl)-2-isopropylpyridin-3-amine